[Si](C)(C)(C(C)(C)C)OC1CC(OC(C1)=O)=O 4-((tert-butyldimethylsilyl)oxy)dihydro-2H-pyran-2,6(3H)-dione